COC=1C=C2C(=NC=NC2=CC1OC)N1CCC2(CN(C2)S(=O)(=N)C)CC1 6,7-dimethoxy-4-(2-(S-methylsulfonimidoyl)-2,7-diazaspiro[3.5]nonan-7-yl)quinazoline